S(=O)(=O)([O-])[O-].C(CCCCCCCCCCCCCCCCCCC)[NH3+].C(CCCCCCCCCCCCCCCCCCC)[NH3+] eicosyl-ammonium sulfate